N1=C(C=CC2=CC=CC=C12)CNCCCC N-[(quinol-2-yl)methyl]N-butylamine